FC1=C(C(=O)NC2=NC=C(C=C2)N2CCN(CC2)C2=NC=CC=C2)C=CC(=C1)C 2-Fluoro-4-methyl-N-(5-(4-(pyridin-2-yl)piperazin-1-yl)pyridin-2-yl)benzamid